C(C)(C)OC=1C=CC(=NC1)C(C)=O 1-(5-isopropoxypyridin-2-yl)ethan-1-one